C(C1=CC=CC=C1)(=O)OCNC(=N)N guanidinomethyl benzoate